10-chloro-7-hydroxy-3-((2-methoxyethoxy)methyl)-9-(trifluoromethyl)-2H-[1,4]thiazino[2,3,4-ij]quinazolin-5(3H)-one ClC1=C(C=C2C(=NC(N3C2=C1SCC3COCCOC)=O)O)C(F)(F)F